CC(CC)P(O)(=O)C(CC)C di(1-methylpropyl)phosphinic acid